N1=CN=C(C2=C1NC=C2)C=2C=CC(=NC2)N2CC1N(C(C2)C1)CC=1C=CC2=C(CCO2)C1 3-(5-(7H-pyrrolo[2,3-d]pyrimidin-4-yl)pyridin-2-yl)-6-((2,3-dihydrobenzofuran-5-yl)methyl)-3,6-diazabicyclo[3.1.1]heptane